5-((1R,4R)-2-oxa-5-azabicyclo[2.2.1]heptane-5-yl)-N-(3-(difluoromethyl)-1-(1-(3-(2,6-dioxopiperidin-3-yl)benzyl)piperidin-4-yl)-1H-pyrazol-4-yl)pyrazolo[1,5-a]pyrimidine-3-carboxamide [C@H]12OC[C@H](N(C1)C1=NC=3N(C=C1)N=CC3C(=O)NC=3C(=NN(C3)C3CCN(CC3)CC3=CC(=CC=C3)C3C(NC(CC3)=O)=O)C(F)F)C2